ClC1=C(C(=CC=C1)Cl)COC1=CC=C(C=C1)I 1,3-dichloro-2-((4-iodophenoxy)methyl)benzene